COCCS(=O)(=O)C1=CC=C(C=C1)CO (4-((2-Methoxyethyl)-sulfonyl)phenyl)methanol